3-(10-chloro-3-oxo-2,11-diazatricyclo[6.3.1.04,12]dodeca-1(11),4(12),5,7,9-pentaen-2-yl)piperidine-2,6-dione ClC1=CC2=CC=CC=3C(N(C(=N1)C32)C3C(NC(CC3)=O)=O)=O